C(C)(C)(C)OC(=O)NCCCNC(=O)C=1C=C(C(=O)NCCCNC(OC(C)(C)C)=O)C=C(C1)NC(CCCN(C)C)=O tert-butyl N-[3-[[3-[3-(tert-butoxycarbonylamino)propylcarbamoyl]-5-[4-(dimethylamino)butanoylamino]benzoyl]amino]propyl]carbamate